COC=1C=C(OC2CCN(CC2)C2=C(C(N(C3=CC=C(C=C23)C)C)=O)C(=O)N)C=CC1 4-[4-(3-methoxyphenoxy)piperidin-1-yl]-1,6-dimethyl-2-oxo-1,2-dihydroquinoline-3-carboxamide